FC1=C(C=CC(=C1)S(=O)(=O)C)C1=CC=C2C(=N1)SC(=N2)OC(C)C2CCN(CC2)C2=NC(=NO2)C(C)C 5-(4-(1-((5-(2-fluoro-4-(methylsulfonyl)phenyl)thiazolo[5,4-b]pyridin-2-yl)oxy)ethyl)piperidin-1-yl)-3-isopropyl-1,2,4-oxadiazole